C(#C)C1=CC(=NC=2N=C(N=CC21)NC2=CC=C(C=C2)N2CCN(CC2)C)N2C(NC[C@H]2COC)=O (5S)-1-(5-Ethynyl-2-{[4-(4-methylpiperazin-1-yl)phenyl]amino}pyrido[2,3-d]pyrimidin-7-yl)-5-(methoxymethyl)imidazolidin-2-one